N-isopropyl-1-((S)-1-(p-tolyl)ethyl)-1H-benzo[d]imidazole-5-carboxamide C(C)(C)NC(=O)C1=CC2=C(N(C=N2)[C@@H](C)C2=CC=C(C=C2)C)C=C1